(R)-(5-oxopyrrolidin-3-yl)methyl 4-methylbenzenesulfonate CC1=CC=C(C=C1)S(=O)(=O)OC[C@H]1CNC(C1)=O